C(C)(C)C1CCC(CC1)OC(=O)N[C@H](C(=O)N[C@H](C(=O)OC)C[C@H]1C(NCC1)=O)CC(C)C methyl (S)-2-((S)-2-((((4-isopropylcyclohexyl)oxy)carbonyl)amino)-4-methylpentanamido)-3-((S)-2-oxopyrrolidin-3-yl)propanoate